The molecule is a 4'-methoxyisoflavone that is isoflavone substituted by methoxy groups at positions 6 and 4' and a hydroxy group at position 7. It has a role as a plant metabolite. It is a member of 7-hydroxyisoflavones and a member of 4'-methoxyisoflavones. It derives from an isoflavone. COC1=CC=C(C=C1)C2=COC3=CC(=C(C=C3C2=O)OC)O